1-amino-4-bromo-2-methyl-6-(3-((tetrahydro-2H-pyran-2-yl)oxy)prop-1-yn-1-yl)pyridin-1-ium 2,4,6-trimethylbenzenesulfonate CC1=C(C(=CC(=C1)C)C)S(=O)(=O)[O-].N[N+]1=C(C=C(C=C1C#CCOC1OCCCC1)Br)C